3-(2-(6-methylhept-5-en-2-yl)-1,3-dioxolan-4-yl)-1-phenylpropan-1-one CC(=CCCC(C)C1OCC(O1)CCC(=O)C1=CC=CC=C1)C